OC(CCCC1(CC=CCC1)C=O)(C)C (4-hydroxy-4-methylpentyl)cyclohex-3-en-1-carbaldehyde